2-{3-[3-amino-4-(7H-pyrrolo[2,3-d]pyrimidine-4-yl)-1H-pyrazole-1-yl]-1-(isopropylsulfonyl)azetidine-3-yl}acetonitrile NC1=NN(C=C1C=1C2=C(N=CN1)NC=C2)C2(CN(C2)S(=O)(=O)C(C)C)CC#N